[N+]1(=CC=CC=C1)[O-] pyridine N-oxide